C(CC)NC(=O)C1CCC1 N-propylcyclobutane-1-carboxamide